(R)-2-aminopropanol N[C@@H](CO)C